OCC1(CCCCC1)NC(=O)C=1C=2C[C@@H]3[C@H](C2N(N1)C1=C(C=C(C=C1)F)F)C3 (1aR,5aR)-2-(2,4-Difluoro-phenyl)-1a,2,5,5a-tetrahydro-1H-2,3-diaza-cyclopropa[a]pentalene-4-carboxylic acid (1-hydroxymethyl-cyclohexyl)-amide